(3R,4S)-3-cyclopropyl-4-methyl-1-[6-(1-methylpyrazol-4-yl)thieno[3,2-d]pyrimidin-4-yl]-2-oxopyrrolidine-3-carbonitrile C1(CC1)[C@]1(C(N(C[C@H]1C)C=1C2=C(N=CN1)C=C(S2)C=2C=NN(C2)C)=O)C#N